4-chloro-2-methylquinazoline ClC1=NC(=NC2=CC=CC=C12)C